FC1(CCN(CC1)C1=C(C=C(C=C1)C(F)(F)F)NS(=O)(=O)C=1C=C(C(=O)OC)C=CC1CC)F methyl 3-(N-(2-(4,4-difluoropiperidin-1-yl)-5-(trifluoromethyl) phenyl) sulfamoyl)-4-ethylbenzoate